O=C(OCCOCCOCCOCCOCCOCCOCCOCCOCCOCCOCCOCCOCCOCCOCCOCCOCCOCCOCCOCCOCCOCCOC)COCC(=O)OC1CNC(C1)C(NCC1=CC=C(C=C1)C1=C(N=CS1)C)=O 5-((4-(4-methylthiazol-5-yl)benzyl)carbamoyl)pyrrolidin-3-yl 2-((69-oxo-2,5,8,11,14,17,20,23,26,29,32,35,38,41,44,47,50,53,56,59,62,65,68-tricosaoxaheptacontan-70-yl)oxy)acetate